CC=1C2=CC[CH-]C2=CC=CC1 4-methyl-dihydroazulenid